(E)-4-((5-(azepan-1-yl)thiophen-2-yl)methylene)-3-(trifluoromethyl)isoxazol-5(4H)-one N1(CCCCCC1)C1=CC=C(S1)\C=C\1/C(=NOC1=O)C(F)(F)F